FC(C1CN(CCC1)C=1C2=C(N=C(N1)OCC1(CC1)CN(C)C)CN(C2)C(=O)C2=CC(=CC1=CC=CC(=C21)I)O)F (4-(3-(difluoromethyl)piperidin-1-yl)-2-((1-((dimethylamino)methyl)cyclopropyl)methoxy)-5,7-dihydro-6H-pyrrolo[3,4-d]pyrimidin-6-yl)(3-hydroxy-8-iodonaphthalen-1-yl)methanone